IC1=NC=C(C=N1)I 2,5-diiodopyrimidine